C12(CC3CC(CC(C1)C3)C2)C(C)=O 1-Adamantan-1-yl-ethanone